IC1=CC2=C(C(C3=C(N(S2(=O)=O)C)C=CC=C3)NCCCCC(=O)OCC)C=C1 Ethyl 5-((3-iodo-6-methyl-5,5-dioxido-6,11-dihydrodibenzo[c,f][1,2]thiazepin-11-yl)amino)pentanoate